(S)-N-(5-(5-(3,3-difluoro-2-hydroxypropyl)-1,2,4-oxadiazol-3-yl)-2-methylphenyl)-6-(1-methyl-1H-pyrazol-3-yl)imidazo[1,2-a]pyridine-3-carboxamide FC([C@H](CC1=NC(=NO1)C=1C=CC(=C(C1)NC(=O)C1=CN=C2N1C=C(C=C2)C2=NN(C=C2)C)C)O)F